OC[C@H](O)[C@@H](O)C(=O)[C@@H](O)CO L-arabino-4-hexulose